C1(=CC(=CC=C1)C#CC=1C=C(C=CC1)C)C 1,2-Di-m-tolylacetylene